N-[1-[[2-chloro-5-[2-[(2S)-2-(hydroxymethyl)azetidin-1-yl]-4-pyridyl]phenyl]methyl]-2-[4-(3-methylimidazol-4-yl)anilino]-2-oxo-ethyl]-2-methyl-pyrazole-3-carboxamide ClC1=C(C=C(C=C1)C1=CC(=NC=C1)N1[C@@H](CC1)CO)CC(C(=O)NC1=CC=C(C=C1)C=1N(C=NC1)C)NC(=O)C=1N(N=CC1)C